N,N-dimethyl-6-oxohexane-1-amine oxide C[N+](CCCCCC=O)(C)[O-]